ClC=1C=C(C=CC1F)[C@H](CC1=NC(=NC(=N1)N[C@@H](CO)CC(C)C)NS(=O)(=O)C)C |o1:8| N-(4-((S*)-2-(3-chloro-4-fluorophenyl)propyl)-6-(((R)-1-hydroxy-4-methylpentan-2-yl)amino)-1,3,5-triazin-2-yl)methanesulfonamide